2-azido-4-chloro-6-methylthieno[2,3-d]pyrimidine N(=[N+]=[N-])C=1N=C(C2=C(N1)SC(=C2)C)Cl